2,2-dimethylolpropionic acid methyl ester COC(C(C)(CO)CO)=O